trimethyl-(difluoromethyl)silane C[Si](C(F)F)(C)C